2-cyclobutyl-N-(5-(6-(4-(cyclobutylsulfonyl)-3-methoxyphenyl)pyrazin-2-yl)thiophen-3-yl)acetamide C1(CCC1)CC(=O)NC1=CSC(=C1)C1=NC(=CN=C1)C1=CC(=C(C=C1)S(=O)(=O)C1CCC1)OC